(E)-3-(4-hydroxy-3-(methylthio)styryl)-5-methoxy-4-(3-methylbut-2-en-1-yl)phenol OC1=C(C=C(/C=C/C=2C=C(C=C(C2CC=C(C)C)OC)O)C=C1)SC